(2S)-3-(4-{2-[2-(2-ethoxyethoxy)ethoxy]ethoxy}phenyl)-2-hydroxypropionic acid tert-butyl ester C(C)(C)(C)OC([C@H](CC1=CC=C(C=C1)OCCOCCOCCOCC)O)=O